C(C)(=O)NC1=C(C(=C(C(=C1F)F)S(=O)(=O)Cl)F)F 4-acetamido-2,3,5,6-tetrafluorobenzenesulfonyl chloride